O1[C@H](CCC1)C(=O)O (2R)-oxolane-2-carboxylic acid